(S)-N-(4-(4-amino-5-(3-fluoro-4-((4-methylpyrimidin-2-yl)oxy)phenyl)-7-(tetrahydrofuran-3-yl)-7H-pyrrolo[2,3-d]pyrimidin-6-yl)phenyl)methacrylamide NC=1C2=C(N=CN1)N(C(=C2C2=CC(=C(C=C2)OC2=NC=CC(=N2)C)F)C2=CC=C(C=C2)NC(C(=C)C)=O)[C@@H]2COCC2